BrC1=C2C=CC=CC2=C(C2=CC=CC=C12)C1=CC=CC2=C1OC1=C2C=CC=C1 4-(10-bromoanthracene-9-yl)dibenzofuran